CN1C(=C(C(C=C1C)=O)C(=O)N)C 1,2,6-trimethyl-4-oxo-1,4-dihydropyridine-3-carboxamide